C(C)(C)(C)OC(NCCCCN1C(=NC=2C(=NC=3C=C(C=CC3C21)Br)N)COCC)=O {4-[4-amino-7-bromo-2-(ethoxymethyl)imidazo[4,5-c]quinolin-1-yl]butyl}carbamic acid tert-butyl ester